N-2-iodophenyl-acrylamide IC1=C(C=CC=C1)NC(C=C)=O